2-chloroanthraquinone ClC1=CC=2C(C3=CC=CC=C3C(C2C=C1)=O)=O